C1NCC12CC(C2)NC2=C1C=C(N(C1=CC=C2)CC(F)(F)F)C#CCNC2=C(C=C(C=C2)S(=O)(=O)N)OC 4-((3-(4-((2-azaspiro[3.3]heptan-6-yl)amino)-1-(2,2,2-trifluoroethyl)-1H-indol-2-yl)prop-2-yn-1-yl)amino)-3-methoxybenzenesulfonamide